2-(4-cyclopropyl-6-methoxypyrimidin-5-yl)-8-(4-(1-ethyl-4-(trifluoromethyl)-1H-imidazol-2-yl)-3,5-difluorobenzyl)-[1,2,4]triazolo[1,5-a]pyrazine C1(CC1)C1=NC=NC(=C1C1=NN2C(C(=NC=C2)CC2=CC(=C(C(=C2)F)C=2N(C=C(N2)C(F)(F)F)CC)F)=N1)OC